(n-octyl)(n-decyl) adipate C(CCCCC(=O)[O-])(=O)OCCCCCCCCCCCCCCCCCC